CN1C(N(C2=CC=3CN(CC3C=C21)C)C2C(NC(CC2)=O)=O)=O 3-(3,6-dimethyl-2-oxo-3,5,6,7-tetrahydroimidazo[4,5-f]isoindol-1(2H)-yl)piperidine-2,6-dione